3-{2-[6-{1,5-dimethyl-4-[methyl-(phenyl)carbamoyl]-1H-pyrrol-2-yl}-7-{[(3R)-3-methyl-3,4-dihydroisoquinolin-2(1H)-yl]carbonyl}-3,4-dihydroisoquinolin-2(1H)-yl]-2-oxoethyl}benzoic acid CN1C(=CC(=C1C)C(N(C1=CC=CC=C1)C)=O)C=1C=C2CCN(CC2=CC1C(=O)N1CC2=CC=CC=C2C[C@H]1C)C(CC=1C=C(C(=O)O)C=CC1)=O